methyl-tris(2-ethyl-acetoxy)silane methyl-6-methyl-3-(pyrimidin-2-yl)pyrazine-2-carboxylate COC(=O)C1=NC(=CN=C1C1=NC=CC=N1)C.C[Si](OC(CCC)=O)(OC(CCC)=O)OC(CCC)=O